3-[5-Fluoro-1-methyl-6-[1-(4-piperidylmethyl)-4-piperidyl]indazol-3-yl]piperidine-2,6-dione FC=1C=C2C(=NN(C2=CC1C1CCN(CC1)CC1CCNCC1)C)C1C(NC(CC1)=O)=O